3-[[7-bromo-2-chloro-8-fluoro-6-(trifluoromethyl)quinazolin-4-yl]-methyl-amino]-2-(methoxymethyl)pyrrolidine-1-carboxylic acid tert-butyl ester C(C)(C)(C)OC(=O)N1C(C(CC1)N(C)C1=NC(=NC2=C(C(=C(C=C12)C(F)(F)F)Br)F)Cl)COC